cerium di(2-ethylhexyl) phosphate P(=O)(OCC(CCCC)CC)(OCC(CCCC)CC)[O-].[Ce+3].C(C)C(COP(=O)(OCC(CCCC)CC)[O-])CCCC.C(C)C(COP(=O)(OCC(CCCC)CC)[O-])CCCC